N=1C=CN2C1C(=CC=C2)N2C[C@@H](N(C[C@H]2C)C2=CC(N(C=1C=CC(=NC21)C#N)C)=O)C 8-((2s,5r)-4-(imidazo[1,2-a]pyridin-8-yl)-2,5-dimethylpiperazin-1-yl)-5-methyl-6-oxo-5,6-dihydro-1,5-naphthyridine-2-carbonitrile